CC=1C(=C(C=C(C1)N)C1=CC=CC(=C1)N)C dimethyl-5,5'-diaminobiphenyl